tert-butyl 3-amino-2-bromo-7,8-dihydro-1,6-naphthyridine-6(5H)-carboxylate NC=1C(=NC=2CCN(CC2C1)C(=O)OC(C)(C)C)Br